BrC1=CC=C(C=C1)CC(=O)N1[C@H](COCC1)C (s)-2-(4-bromophenyl)-1-(3-methylmorpholino)ethane-1-one